trans-dibenzoindene C1C=CC2=C3C(=C4C(=C12)C=CC=C4)C=CC=C3